BrC1=C2CCC2=C(C=C1)I 2-bromo-5-iodobicyclo[4.2.0]octa-1,3,5-triene